COCCN(C=1N=C(C2=C(N1)C(=NC(=N2)N(CCOC)CCOC)N2CCC(CC2)OC)N2CC(C2)CO)CCOC (1-(2,6-bis(bis(2-methoxyethyl)amino)-8-(4-methoxypiperidin-1-yl)pyrimido[5,4-d]pyrimidin-4-yl)azetidin-3-yl)methanol